CC1(CN(C1)C(=O)OC(C)(C)C)C1=NN(C2=CC=CC=C12)CC(N(CC(F)(F)F)C)=O tert-Butyl 3-methyl-3-(1-{[methyl(2,2,2-trifluoroethyl)carbamoyl]methyl}-1H-indazol-3-yl)azetidine-1-carboxylate